(((3R,5R)-1-(2-(6-(difluoromethyl)imidazo[1,2-a]pyridin-3-yl)pyrimidin-4-yl)-5-methylpiperidin-3-yl)imino)dimethyl-λ6-sulfanone FC(C=1C=CC=2N(C1)C(=CN2)C2=NC=CC(=N2)N2C[C@@H](C[C@H](C2)C)N=S(=O)(C)C)F